CC1C(NC2=C(OC13CC3)C=CC=N2)=O methyl-3'H-spiro[cyclopropane-1,2'-pyrido[3,2-b][1,4]oxazepine]-4'(5'H)-one